NC(C(=O)O)CC=1N=CN(C1)C 2-amino-3-(1-methyl-1H-imidazol-4-yl)propionic acid